3-((R)-2-aminopropionamido)-2-hydroxy-4-phenyl-N-(pyridin-2-ylmethyl)butanamide hydrochloride Cl.N[C@@H](C(=O)NC(C(C(=O)NCC1=NC=CC=C1)O)CC1=CC=CC=C1)C